(R)-N-(4-methoxy-2-(4-methylpiperazin-1-yl)-5-((6-(3-(3-(phenylethynyl)phenyl)isoxazolidin-2-yl)pyrimidin-4-yl)amino)phenyl)acrylamide COC1=CC(=C(C=C1NC1=NC=NC(=C1)N1OCC[C@@H]1C1=CC(=CC=C1)C#CC1=CC=CC=C1)NC(C=C)=O)N1CCN(CC1)C